N1(N=CC=C1)C1=CC=C(C=C1)C1=CC(=CC(=N1)C=O)C(=O)N1CCN(CC1)S(=O)(=O)C.[Sn] tin 6-(4-(1H-pyrazol-1-yl)phenyl)-4-(4-(methylsulfonyl)piperazine-1-carbonyl)pyridinecarboxaldehyde